C(#N)[C@H]1N(CCC1)C(CNC(=O)C1=CC=NC2=CC(=CC=C12)C1=CC=C(C=C1)F)=O (S)-N-(2-(2-cyanopyrrolidin-1-yl)-2-oxoethyl)-7-(4-fluorophenyl)quinoline-4-carboxamide